[N+](=O)([O-])C=1C=C(C(=O)O)C=CC1C(F)(F)F 3-nitro-4-(trifluoromethyl)benzoic acid